(1R,4S,5S,6S)-4-((S)-2-amino-4-(methylthio)butanamido)-2-thiabicyclo[3.1.0]hexane-4,6-dicarboxylic acid 2,2-dioxide N[C@H](C(=O)N[C@]1(CS([C@H]2[C@@H]([C@@H]12)C(=O)O)(=O)=O)C(=O)O)CCSC